N-(4-fluoro-3-hydroxyphenyl)acetamide FC1=C(C=C(C=C1)NC(C)=O)O